5-hydroxy-2,2,4,4-tetramethylpentane OCC(CC(C)(C)C)(C)C